(5-(2-(3,3-dimethylazetidin-1-yl)acetamido)-2-methylpyridin-3-yl)-2-(5-(hydroxymethyl)furan-2-yl)pyrazolo[5,1-b]thiazole-7-carboxamide CC1(CN(C1)CC(=O)NC=1C=C(C(=NC1)C)C=1N2C(SC1C=1OC(=CC1)CO)=C(C=N2)C(=O)N)C